N[C@@H](C(=O)O)CC1=CNC2=NC=CC=C21 (R)-2-amino-3-(1H-pyrrolo[2,3-b]pyridin-3-yl)propanoic acid